1-(benzenesulfonyl)-3-[2-chloro-5-(trifluoromethyl)pyrimidin-4-yl]-6-isopropyl-sulfanyl-indole C1(=CC=CC=C1)S(=O)(=O)N1C(=C(C2=CC=C(C=C12)C(C)C)C1=NC(=NC=C1C(F)(F)F)Cl)S